CC(C(C(=O)N)N1C(C2(CCC1)CCNCC2)=O)C 3-methyl-2-(1-oxo-2,9-diazaspiro[5.5]undecan-2-yl)butanamide